2-(5-(((1S,2R,3R,5S,6R)-2,6-difluoro-8-azabicyclo[3.2.1]octan-3-yl-1,5-d2)(methyl)amino)pyrazin-2-yl)-5-(1H-imidazol-1-yl)phenol F[C@@H]1[C@@]2(C[C@H]([C@](C[C@H]1N(C=1N=CC(=NC1)C1=C(C=C(C=C1)N1C=NC=C1)O)C)(N2)[2H])F)[2H]